tetracosanedioic acid C(CCCCCCCCCCCCCCCCCCCCCCC(=O)O)(=O)O